O1CCNC=C1 3,4-dihydro-1H-[1,4]oxazin